C[C@@H]1CN(CCN1C1=NC=C(C=N1)C(F)(F)F)C(=O)OCCC1=CNC(C(=C1)C(F)(F)F)=O 2-(6-Oxo-5-(trifluoromethyl)-1,6-dihydropyridin-3-yl)ethyl (R)-3-methyl-4-(5-(trifluoromethyl)pyrimidin-2-yl)piperazine-1-carboxylate